2-methyl-N-[2-methyl-8-(morpholin-4-yl)imidazo[1,2-a]pyrazin-6-yl]-4-[(3R)-3-(methylamino)pyrrolidin-1-yl]indazole-7-carboxamide CN1N=C2C(=CC=C(C2=C1)N1C[C@@H](CC1)NC)C(=O)NC=1N=C(C=2N(C1)C=C(N2)C)N2CCOCC2